4-(4-(4-carbamoyl-6-fluoro-1H-benzo[d]imidazol-2-yl)benzoyl)piperazinium dihydrochloride Cl.Cl.C(N)(=O)C1=CC(=CC=2NC(=NC21)C2=CC=C(C(=O)N1CC[NH2+]CC1)C=C2)F